COC1=NC=CC(=C1)N1C=CC2=C(C=CC=C12)CN1CCOCC1 4-((1-(2-methoxypyridin-4-yl)-1H-indol-4-yl)methyl)morpholine